CN(C)[C@@H]1CC[C@H](CC1)C trans-N,N-dimethylamino-4-methylcyclohexane